CC=1C=C(C=NC1N1CCNCC1)CC1=CN=C2C(=NC(=NN21)NCCC)N 7-((5-methyl-6-(piperazin-1-yl)pyridin-3-yl)methyl)-N2-propylimidazo[2,1-f][1,2,4]triazine-2,4-diamine